2-(dimethylamino)pyrazolo[1,5-a]pyridin-4-ol formate salt C(=O)O.CN(C1=NN2C(C(=CC=C2)O)=C1)C